NC1=C(C=CC=C1)S(=O)(=O)C(C)C 1-amino-2-(isopropylsulfonyl)benzene